CC1CCC(C(C1)CC(C(O)=O)O)C(C)C 3-(5-methyl-2-prop-2-ylcyclohexyl)oxopropane-1,2-diol